C(=O)(O)CSC=1C=C(C2=CC=CC=C2C1O)NS(=O)(=O)C1=CC=C(C(=O)O)C=C1 4-[({3-[(carboxymethyl)thio]-4-hydroxy-1-naphthyl}amino)sulfonyl]benzoic acid